C(C)(=O)OC(C)CCC(C(CCC=C(C)C)=C)Cl 5-chloro-10-methyl-6-methyleneundeca-9-en-2-yl acetate